C(C)(C)(C)C=1C=C(C=C(C1O)C(C)(C)C)C(C(=O)O)C.C([C@H](O)[C@H](O)CO)O.C([C@H](O)[C@H](O)CO)O.C([C@H](O)[C@H](O)CO)O.C([C@H](O)[C@H](O)CO)O.C([C@H](O)[C@H](O)CO)O pentaerythritol 4-(3,5-di-t-butyl-4-hydroxyphenyl)propionate